4-(5-cyclopropyl-1H-pyrazol-3-yl)-N2-(4-methoxybenzyl)quinazoline-2,4-diamine C1(CC1)C1=CC(=NN1)C1(NC(=NC2=CC=CC=C12)NCC1=CC=C(C=C1)OC)N